BrC(C)=C(C(=C(C)Br)Br)Br 2,3,4,5-tetrabromo-2,4-hexadiene